tert-butyl 2-(1,3-diamino-1-oxobutan-2-yl)-1-oxo-2,5-diazaspiro[3.4]octane-5-carboxylate NC(C(C(C)N)N1C(C2(C1)N(CCC2)C(=O)OC(C)(C)C)=O)=O